methyl 5-(5-chloro-4-(2,4-dimethoxybenzylamino)-7H-pyrrolo[2,3-d]pyrimidin-7-yl)nicotinate ClC1=CN(C=2N=CN=C(C21)NCC2=C(C=C(C=C2)OC)OC)C=2C=NC=C(C(=O)OC)C2